C(C)(C)(C)C1=C(C2=C(N=CN=C2OC=2C(=NC=CC2)OC(F)(F)F)S1)C1=CC(=C(C=C1)Cl)Cl 6-tert-butyl-5-(3,4-dichlorophenyl)-4-(2-(trifluoromethoxy)pyridin-3-yloxy)thieno[2,3-d]pyrimidine